ClC=1C=C(C=CC1C(=O)N1CCN(CC1)C(CC1(CCNCC1)O)=O)NC(=O)C=1N(C(=CN1)C1=C(C(=C(C=C1)OCF)F)F)C N-[3-chloro-4-[4-[2-(4-hydroxy-4-piperidyl)acetyl]piperazine-1-carbonyl]phenyl]-5-[2,3-difluoro-4-(fluoromethoxy)phenyl]-1-methyl-imidazole-2-carboxamide